C(C1=CC=CC=C1)N(CCC(=O)OCC)SN(C(=O)O\N=C/CSC)C ethyl (Z)-N-benzyl-N-([methyl (methyl-thioethylideneamino-oxycarbonyl) amino]thio)-β-alaninate